ClC=1SC(=CN1)CN\C(=N\[N+](=O)[O-])\NC (E)-1-[(2-chloro-1,3-thiazol-5-yl)methyl]-3-methyl-2-nitroguanidine